(2r,4r)-4-(1-((5-methoxy-7-methyl-1H-indol-4-yl)methyl)-4-phenylpiperidin-2-yl)benzoic acid COC=1C(=C2C=CNC2=C(C1)C)CN1[C@H](C[C@@H](CC1)C1=CC=CC=C1)C1=CC=C(C(=O)O)C=C1